F[P-](F)(F)(F)(F)F.N1(N=NC2=C1C=CC=C2)O[P+](N(C)C)(N(C)C)N(C)C benzotriazol-1-yloxytris(dimethyl-amino)phosphonium hexafluorophosphate